NC=1C(NC(N(N1)C1=CC(=C(C(=C1)Cl)OC1=NNC(C(=C1)C1CC(C1)OCC1=CC=CC=C1)=O)Cl)=O)=O 6-amino-2-(4-((5-(3-(benzyloxy)cyclobutyl)-6-oxo-1,6-dihydro-pyridazin-3-yl)oxy)-3,5-dichlorophenyl)-1,2,4-triazine-3,5(2H,4H)-dione